O=S1(CC(CC1)(C1=NN=C(N1)C1=NC=NC=C1)NC=1C=C(C(=O)O)C=CC1)=O 3-((1,1-dioxido-3-(5-(pyrimidin-4-yl)-4H-1,2,4-triazol-3-yl)tetrahydrothiophen-3-yl)amino)benzoic acid